Cl.FC1(CC(C1)OC=1C=NC=CC1)F 3-[(3,3-difluorocyclobutyl)oxy]pyridine hydrochloride